C(C)(C)(C)OC(N[C@H](COC(C)(C)C)C=1OC(=NN1)C1=C(C(=CC=C1)Br)C)=O (R)-(1-(5-(3-bromo-2-methylphenyl)-1,3,4-oxadiazol-2-yl)-2-(tert-butoxy)ethyl)carbamic acid tert-butyl ester